N1-(3,4-dichloro-1H-indol-7-yl)-N4-(2-((1,1-dioxidotetrahydro-2H-thiopyran-4-yl)oxy)ethyl)benzene-1,4-disulfonamide ClC1=CNC2=C(C=CC(=C12)Cl)NS(=O)(=O)C1=CC=C(C=C1)S(=O)(=O)NCCOC1CCS(CC1)(=O)=O